3-(trans-3-(4-(7-(oxetan-3-ylamino)quinoxalin-2-yl)-1H-pyrazol-1-yl)cyclobutyl)acrylonitrile O1CC(C1)NC1=CC=C2N=CC(=NC2=C1)C=1C=NN(C1)[C@@H]1C[C@H](C1)C=CC#N